C(C=C)[C@@H]1[C@@H](C([C@H]2OC(OC[C@H]2O1)(C)C)N1N=NC(=C1)C1=CC(=C(C(=C1)F)F)F)O (4ar,6r,7r,8ar)-6-allyl-2,2-dimethyl-8-(4-(3,4,5-trifluorophenyl)-1H-1,2,3-triazol-1-yl)hexahydropyrano[3,2-d][1,3]dioxin-7-ol